FCCOCCOCCOC1=CC=C2C=3C=CC(=CC3NC2=C1)O 7-(2-(2-(2-fluoroethoxy)ethoxy)ethoxy)-9H-carbazol-2-ol